[Zn].[Ce].[Ag] silver-cerium-zinc